1-[4-(3-{5-[(R)-(1,3-dimethyl-azetidin-3-yl)-hydroxy-(4-isopropyl-phenyl)-methyl]-pyridin-3-yl}-[1,2,4]Oxadiazol-5-yl)-4-isopropyl-piperidin-1-yl]-2-methoxy-ethanone CN1CC(C1)(C)[C@@](C=1C=C(C=NC1)C1=NOC(=N1)C1(CCN(CC1)C(COC)=O)C(C)C)(C1=CC=C(C=C1)C(C)C)O